ClC1=CC(=NC=C1)C(=O)OC(C(F)F)OC 4-chloro-2-(2-methoxy-1,1-difluoro-2-ethoxycarbonyl)pyridine